COC([C@H](OC)Cl)=O.O[C@@H]1CC[C@H](CC1)C(=O)N(C[C@@H]1CC[C@H](CC1)C1=NC(=C(C=C1)OC)C)C1=CC(=CC=C1)C=1C=NN(C1)C(C)C |&1:3| trans-4-hydroxy-N-(3-(1-isopropyl-1H-pyrazol-4-yl)phenyl)-N-((trans-4-(5-methoxy-6-methylpyridin-2-yl)cyclohexyl)methyl)cyclohexanecarboxamide methyl-(2RS)-chloro(methoxy)acetate